NCCN(C1=C(C=C(C=C1)NC=1N=C(C2=C(N1)SC=C2C)NC2(CC2)C)NC(C)=O)C N-(2-((2-aminoethyl)(methyl)amino)-5-((5-methyl-4-((1-methylcyclopropyl)amino)thieno[2,3-d]pyrimidin-2-yl)amino)phenyl)acetamide